C1OCCN2C1=NC1=C2C=CC=C1 3,4-dihydro-1H-benzo[4,5]imidazo[2,1-c][1,4]oxazine